8-(5-(2-cyclopentyl-1,2,3,4-tetrahydroisoquinolin-7-yl)-1H-pyrazolo[3,4-b]pyridin-3-yl)-3,4-dihydrobenzo[f][1,4]oxazepin-5(2H)-one C1(CCCC1)N1CC2=CC(=CC=C2CC1)C=1C=C2C(=NC1)NN=C2C2=CC1=C(C(NCCO1)=O)C=C2